BrC1=C(C(=CC2=C(N(N=C12)C)NC(=O)OC(C)(C)C)[N+](=O)[O-])C(=O)C1=C(C=CC(=C1)F)Cl 2-methylpropan-2-yl ({7-bromo-6-[(2-chloro-5-fluorophenyl)carbonyl]-2-methyl-5-nitroindazol-3-yl}amino)methanoate